1-tert-butyloxycarbonyl-piperidone C(C)(C)(C)OC(=O)N1C(CCCC1)=O